5-(4-butoxybenzoyl)-3-(1-azabicyclo[5.4.0]undecan-4-yl)-benzothiophene C(CCC)OC1=CC=C(C(=O)C=2C=CC3=C(C(=CS3)C3CCN4CCCCC4CC3)C2)C=C1